4-(Oxazolo[4,5-c]pyridin-2-yl)benzonitrile O1C(=NC=2C=NC=CC21)C2=CC=C(C#N)C=C2